CC1=NC(=CC(=C1)C1=C(C(=C(C(=C1N1C2=CC=C(C=C2C=2C=C(C=CC12)C)C)C1=NC2=C(N1C1=CC=CC=C1)C=CC=C2)N2C1=CC=C(C=C1C=1C=C(C=CC21)C)C)N2C1=CC=C(C=C1C=1C=C(C=CC21)C)C)N2C1=CC=C(C=C1C=1C=C(C=CC21)C)C)C 9,9',9'',9'''-(4-(2,6-dimethylpyridin-4-yl)-6-(1-phenyl-1H-benzo[d]imidazol-2-yl)benzene-1,2,3,5-tetrayl)tetrakis(3,6-dimethyl-9H-carbazole)